FC(NC1=NC=CC=C1)(F)F N-(trifluoromethyl)pyridin-2-amine